C1(CCCCC1)C=1OC2=C(C=NC=C2)N1 2-Cyclohexyloxazolo[4,5-c]pyridine